C(C)(=O)OC1CC[C@@H]2[C@H]([C@@H]2CCC1I)C(=O)OCC ethyl (1S,8R,9R)-4-acetoxy-5-iodobicyclo[6.1.0]nonane-9-carboxylate